C1(CC1)C(C)C1=CC=C(C=C1)N(C1=CC=C(OC=2N=C(C3=C(N2)C=NC=C3)O)C=C1)C 2-(4-{[4-(1-cyclopropyl-ethyl)-phenyl]-methyl-amino}-phenoxy)-pyrido[3,4-d]pyrimidin-4-ol